ClC1=CC=C(C=C1)[C@@]1(CNC[C@H]1F)NS(=O)(=O)C1=CC=C(C=C1)OC(F)(F)F N-((3S,4R)-3-(4-chlorophenyl)-4-fluoropyrrolidin-3-yl)-4-(trifluoromethoxy)benzenesulfonamide